NC(C(CCC(=O)OC(C)(C)C)N1C(C2=CC=C(C=C2C1)C=1N=C(N(C1)C)C12CCC(CC1)CC2)=O)=O tert-Butyl 5-amino-4-(5-(2-(bicyclo[2.2.2]octan-1-yl)-1-methyl-1H-imidazol-4-yl)-1-oxoisoindolin-2-yl)-5-oxopentanoate